C(C#CC)(=O)N[C@@H]1C=C(CCC1)C1=C2C3=C(NC2=C(C=C1F)C(=O)N)CCC3 8-[(3S)-3-(but-2-ynoylamino)cyclohexen-1-yl]-7-fluoro-1,2,3,4-tetrahydrocyclopenta[b]-indole-5-carboxamide